C1=CC=CC=2C3=CC=CC=C3C(C12)COC(NCCOCCOCCOCCOCCOCCOCCOCCOCCC(=O)N[C@@H](CCCCNC(=O)OCC1=CC=CC=C1)C(=O)OC(C)(C)C)=O tert-Butyl N2-(1-(9H-fluoren-9-yl)-3-oxo-2,7,10,13,16,19,22,25,28-nonaoxa-4-azahentriacontan-31-oyl)-N6-((benzyloxy)carbonyl)-L-lysinate